5-bromo-3-[(E,Z)-2-ethoxyvinyl]-6-fluoropyridin-2-amine BrC=1C=C(C(=NC1F)N)\C=C\OCC